arachidonic acid potassium salt [K+].C(CCC\C=C/C\C=C/C\C=C/C\C=C/CCCCC)(=O)[O-]